C(C)(C)(C)OC(N[C@@H](C)C(N(C)OC)=O)=O N-((1S)-1-(methoxy(methyl)carbamoyl)ethyl)carbamic acid tert-butyl ester